5-chloro-2-[[8-(5-chloropyrimidin-2-yl)oxy-1-naphthyl]oxy]pyrimidine molybdenum [Mo].ClC=1C=NC(=NC1)OC1=CC=CC2=CC=CC(=C12)OC1=NC=C(C=N1)Cl